1-(1-(4-chloro-3-fluorophenyl)-3,3-dimethyl-2,3-dihydro-1H-pyrrolo[3,2-b]pyridine-5-carbonyl)-7,7-dimethyl-1,4-diazepan-5-one ClC1=C(C=C(C=C1)N1CC(C2=NC(=CC=C21)C(=O)N2CCNC(CC2(C)C)=O)(C)C)F